C(C1=CC=CC=C1)OC(=O)N1CC(CCC1)C1=NC(=NN1)C 3-(3-methyl-1H-1,2,4-triazol-5-yl)piperidine-1-carboxylic acid benzyl ester